C1(CC1)COC1=C(C=C(C=C1)S(=O)(=O)CC)C=1C=C(C(N(C1)C)=O)C 5-[2-(cyclopropylmethoxy)-5-ethylsulfonylphenyl]-1,3-dimethylpyridin-2-one